FC=1C=C(C=C(C1CN[C@H]1CNC(CC1)=O)OC)C=1C(=C(C=CC1)C1=C(C(=CC=C1)NC(=O)C=1C(N(C(NC1)=O)C)=O)C)C (R)-N-(3''-fluoro-5''-methoxy-2,2'-dimethyl-4''-(((6-oxopiperidin-3-yl)amino)methyl)-[1,1':3',1''-terphenyl]-3-yl)-3-methyl-2,4-dioxo-1,2,3,4-tetrahydropyrimidine-5-carboxamide